COC(C1=C(C=C(C=C1)CO)N(C)C)=O (dimethylamino)-4-(hydroxymethyl)benzoic acid methyl ester